L-erythrulose OCC(=O)[C@@H](O)CO